4-(3,4-dimethoxyphenyl)-2-(methylsulfanyl)-N-(tetrahydro-2H-pyran-4-yl)pyrimidine-5-carboxamide COC=1C=C(C=CC1OC)C1=NC(=NC=C1C(=O)NC1CCOCC1)SC